(S)-(4-(4,7-difluorobenzo[d]oxazol-2-yl)-6,7-dihydro-1H-imidazo[4,5-c]pyridin-5(4H)-yl)(5-(1-(difluoromethyl)-1H-pyrazol-4-yl)-1,3,4-oxadiazol-2-yl)methanone FC1=CC=C(C2=C1N=C(O2)[C@H]2N(CCC1=C2N=CN1)C(=O)C=1OC(=NN1)C=1C=NN(C1)C(F)F)F